(R)-N-(3,3-difluoro-1-(oxetan-3-yl-3-d)piperidin-4-yl)-5-(1-(2-fluoroethyl)-1H-benzo[d][1,2,3]triazol-6-yl)-4-methoxypyrrolo[2,1-f][1,2,4]triazin-2-amine FC1(CN(CC[C@H]1NC1=NN2C(C(=N1)OC)=C(C=C2)C=2C=CC1=C(N(N=N1)CCF)C2)C2(COC2)[2H])F